3-benzyl-1-(trans-4-((5-cyano-4-((1-hydroxy-2-methylpropan-2-yl)amino)pyrimidin-2-yl)amino)-cyclohexyl)-1-(5-(1-methyl-1H-pyrazol-4-yl)pyridin-2-yl)urea C(C1=CC=CC=C1)NC(N(C1=NC=C(C=C1)C=1C=NN(C1)C)[C@@H]1CC[C@H](CC1)NC1=NC=C(C(=N1)NC(CO)(C)C)C#N)=O